C(=C)[Te](C=C)=O divinyl-tellurium oxide